((2,6-dimethyl-pyrimidin-4-yl)amino)-N-ethoxynicotinamide CC1=NC(=CC(=N1)NC1=C(C(=O)NOCC)C=CC=N1)C